CN(C)CC1=CC=C(NC=2C(=NC(=C(N2)NC)C=2C3=C(C=NC2)N(C=N3)C)C(=O)N)C=C1 3-[4-[(dimethylamino)methyl]anilino]-5-(methylamino)-6-(3-methylimidazo[4,5-c]pyridin-7-yl)pyrazine-2-carboxamide